tert-butyl 4-(4-(4-((5-(tert-butyl)-1,2,4-oxadiazole-3-carboxamido)methyl)-3-methylphenyl)pyridin-3-yl)piperidine-1-carboxylate C(C)(C)(C)C1=NC(=NO1)C(=O)NCC1=C(C=C(C=C1)C1=C(C=NC=C1)C1CCN(CC1)C(=O)OC(C)(C)C)C